9-Chloro-7-(3-methoxy-phenyl)-5H-benzo[c]pyrimido[4,5-e]azepin ClC=1C=CC2=C(C(=NCC3=C2N=CN=C3)C3=CC(=CC=C3)OC)C1